chlorodi(4-methylphenyl)phosphine ClP(C1=CC=C(C=C1)C)C1=CC=C(C=C1)C